1-[(2R,4S,5S)-5-{[bis(4-methoxyphenyl)(phenyl)methoxy]methyl}-4-hydroxy-5-(hydroxymethyl)oxolan-2-yl]-5-fluoro-3-[(4-methoxyphenyl)methyl]pyrimidine-2,4-dione COC1=CC=C(C=C1)C(OC[C@]1([C@H](C[C@@H](O1)N1C(N(C(C(=C1)F)=O)CC1=CC=C(C=C1)OC)=O)O)CO)(C1=CC=CC=C1)C1=CC=C(C=C1)OC